CC1=NC(=CC(=C1)C1=CC=C2C(CN(CC2=C1)CC(=O)N1CCCC1)(C)C)C 2-(7-(2,6-dimethylpyridin-4-yl)-4,4-dimethyl-3,4-dihydroisoquinolin-2(1H)-yl)-1-(pyrrolidin-1-yl)ethan-1-one